3-(trifluoro-methyl)-1,4,6,7-tetrahydro-indazol-5-one FC(C1=NNC=2CCC(CC12)=O)(F)F